4-(2-chloro-4-methylphenyl)-1-(2,2,2-trifluoroethyl)pyrrolidine-3-carboxylic acid ClC1=C(C=CC(=C1)C)C1C(CN(C1)CC(F)(F)F)C(=O)O